(S)-5-methyl-2-(methylthio)-5,6,7,8-tetrahydropyrido[4,3-d]pyrimidine C[C@@H]1NCCC=2N=C(N=CC21)SC